OCCOCCOC(C(=O)C1=CC=CC=C1)C1=CC=CC=C1 2-[2-hydroxyethoxy]-ethyl-oxy-α-phenylacetophenone